ClC=1C=CC(=C(C1)C1=CC(N(C=C1OC)C(C(=O)NC1=CC(=C(C(=O)NC2CC2)C=C1)F)F)=O)N1N=NN=C1 4-(2-(4-(5-chloro-2-(1H-tetrazol-1-yl)phenyl)-5-methoxy-2-oxopyridin-1(2H)-yl)-2-fluoroacetamido)-N-cyclopropyl-2-fluorobenzamide